(2S,6R)-tert-Butyl 4-((S)-2-hydroxypropyl)-2,6-dimethylpiperazine-1-carboxylate O[C@H](CN1C[C@@H](N([C@@H](C1)C)C(=O)OC(C)(C)C)C)C